C1(CC1)C(N1C=C(C2=CC(=CC=C12)C=1C(=NOC1C)C)C1=C(C=C(C(=O)O)C=C1)OC(F)(F)F)C1CC1 4-(1-(dicyclopropylmethyl)-5-(3,5-dimethylisoxazol-4-yl)-1H-indol-3-yl)-3-(trifluoromethoxy)benzoic acid